tert-butyl (1S,4S)-5-[7-bromo-6-chloro-8-fluoro-2-[(2S)-2-methoxypropoxy] quinazolin-4-yl]-2,5-diazabicyclo[2.2.1]heptane-2-carboxylate BrC1=C(C=C2C(=NC(=NC2=C1F)OC[C@H](C)OC)N1[C@@H]2CN([C@H](C1)C2)C(=O)OC(C)(C)C)Cl